1-(4-bromofluorophenyl)cyclopropyl-(R)-N-(1-(1-(4-bromo-3-fluorophenyl)cyclopropyl)-2-(1,1-difluoro-6-azaspiro[2.5]octan-6-yl)-2-oxoethyl)oxetane-3-carboxamide BrC1=CC(=C(C=C1)C1(CC1)[C@@H]1OCC1C(=O)NC(C(=O)N1CCC2(CC2(F)F)CC1)C1(CC1)C1=CC(=C(C=C1)Br)F)F